S(S\C=C/C(=O)NCCCCCCCC)\C=C/C(=O)NCCCCCCCC (2Z,2'Z)-3,3'-disulfanediylbis(N-octylacrylamide)